F[P-](F)(F)(F)(F)F.CN(C)C(ON1N=NC=2C1=NC=CC2)=[N+](C)C [dimethylamino(3-triazolo[4,5-b]pyridinyloxy)methylidene]-dimethylammonium hexafluorophosphate